C[C@H]1CN(CC[C@@H]1NC(=O)C1=CC(=CC=2N(C=NC21)CC(F)F)C#CCNC=2C(OC)=CC=C(C2)S(=O)(=O)C)C2CCOCC2 N-[(3S,4S)-3-methyl-1-(tetrahydro-2H-pyran-4-yl)-4-piperidyl]-1-(2,2-difluoroethyl)-6-[3-(4-mesyl-2-anisidino)-1-propynyl]-1H-1,3-benzimidazole-4-carboxamide